hexahydro-1H-4,7-methanoisoindole-1,3(2H)-dione C1(NC(C2C3CCC(C12)C3)=O)=O